2,2-difluoroethylfluoromethyl carbonate C(OC(F)CC(F)F)([O-])=O